ClC=1C(C(=C(C(C1C(C)C)=O)Cl)C(C)C)=O 2,5-Dichloro-3,6-bis(1-methylethyl)-2,5-cyclohexandiene-1,4-dione